[1-(4-TRIFLUOROMETHYLPHENYL)-1-TOSYL]METHYL ISOCYANIDE CC1=CC=C(C=C1)S(=O)(=O)C(C2=CC=C(C=C2)C(F)(F)F)[N+]#[C-]